OC[C@H]1O[C@@H]([C@H]([C@H]([C@@H]1O)O)O)OC1=C(C=C(C=C1)C1=NC=C(N=C1)C(F)(F)F)C (2R,3S,4S,5S,6R)-2-(Hydroxymethyl)-6-(2-methyl-4-(5-(trifluoromethyl)pyrazin-2-yl)phenoxy)tetrahydro-2H-pyran-3,4,5-triol